1,1'-bis(4-hydroxyphenyl)cyclohexane C1CCC(CC1)(C2=CC=C(C=C2)O)C3=CC=C(C=C3)O